N1=CC(=CC=C1)CN1C(=NC2=C1C=CC=C2)C=2NC=CC2 1-(pyridin-3-ylmethyl)-2-(pyrrol-2-yl)benzimidazole